FC(C12C(C(C1)(C2)B2OC(C(O2)(C)C)(C)C)B2OC(C(O2)(C)C)(C)C)(F)F 2,2'-(3-(trifluoromethyl)bicyclo[1.1.1]pentane-1,2-diyl)bis(4,4,5,5-tetramethyl-1,3,2-dioxa-borolane)